3-chloro-5-(3-isopropyl-5-(1-propylazetidin-3-yl)-1H-indol-2-yl)-1,4-dimethylpyridin-2(1H)-one ClC=1C(N(C=C(C1C)C=1NC2=CC=C(C=C2C1C(C)C)C1CN(C1)CCC)C)=O